(4-(2-(dimethylamino)benzothiazol-6-yl)-5-fluoropyrimidin-2-yl)amine CN(C=1SC2=C(N1)C=CC(=C2)C2=NC(=NC=C2F)N)C